BrC=1C=C(C(=O)N[C@@H](C)C=2N(N=CN2)C2=NN(C(C=C2)=O)C)C=C(C1)Cl 3-bromo-5-chloro-N-[(1S)-1-[2-(1-methyl-6-oxo-pyridazin-3-yl)-1,2,4-triazol-3-yl]ethyl]benzamide